C(C)NC1=C2CN(CC2=CC=C1)C(=O)OC(C)(C)C tert-Butyl 4-(ethylamino)isoindoline-2-carboxylate